thioxazin C1=CSON=C1